C(#N)C1=C(C=C(O[C@H]2CN(C[C@]23CO3)C(=O)O)C=C1)F (3S,7S)-7-(4-cyano-3-fluorophenoxy)-1-oxa-5-azaspiro[2.4]Heptane-5-carboxylic acid